6-(2-(3-(benzyloxy)phenyl)-2-hydroxyacetyl)-2-(1-phenylcyclopropyl)-5,6,7,8-tetrahydropyrido[4,3-d]pyrimidin-4(3H)-one C(C1=CC=CC=C1)OC=1C=C(C=CC1)C(C(=O)N1CC2=C(N=C(NC2=O)C2(CC2)C2=CC=CC=C2)CC1)O